4-(isoxazole-3-carbonyl)-10,10-dimethyl-9-oxo-1-oxa-4-azaspiro[5.5]undec-7-ene-8-carbonitrile O1N=C(C=C1)C(=O)N1CCOC2(C1)C=C(C(C(C2)(C)C)=O)C#N